3-[1-(2-chloro-3,6-difluoro-phenyl)-ethoxy]-5-pyrimidin-5-yl-pyridin-2-ylamine ClC1=C(C(=CC=C1F)F)C(C)OC=1C(=NC=C(C1)C=1C=NC=NC1)N